CC=1N(C(C2=C(N1)C(=NC(=C2)N2C[C@H](OCC2)C=2C=NN(C2)C)C2=CC=C(C=C2)C)=O)C 2,3-dimethyl-6-[(2R)-2-(1-methylpyrazol-4-yl)morpholin-4-yl]-8-(p-tolyl)pyrido[3,4-d]pyrimidin-4-one